(R)-N,N'-(13-oxo-3,6,9,17,20,23-hexaoxa-12,14-diazapentacosane-1,25-diyl)bis(4-((S or R)-6,8-dichloro-2-methyl-1,2,3,4-tetrahydroisoquinolin-4-yl)benzenesulfonamide) O=C(NCCOCCOCCOCCNS(=O)(=O)C1=CC=C(C=C1)[C@@H]1CN(CC2=C(C=C(C=C12)Cl)Cl)C)NCCOCCOCCOCCNS(=O)(=O)C1=CC=C(C=C1)[C@@H]1CN(CC2=C(C=C(C=C12)Cl)Cl)C |o1:24,59|